OC1CCC(CC1)NC1=NC=C(C(=N1)S(=O)C)C(=O)N 2-((1r,4r)-4-hydroxycyclohexylamino)-4-(methylsulfinyl)pyrimidine-5-carboxamide